p-[18F]fluorobenzaldehyde [18F]C1=CC=C(C=O)C=C1